C(C)(C)C1=C(C(=CC(=C1C1=CC=C(C=C1)OC)C(C)C)C(C)C)C1=C(C(=CC=C1)C1=C(C=C(C=C1C(C)C)C(C)C)C(C)C)P(C1CCCCC1)C1CCCCC1 [2-(2,4,6-triisopropyl-3-(4-methoxyphenyl)phenyl)-6-(2,4,6-triisopropylphenyl)phenyl]-dicyclohexylphosphine